FC(C1(CC1)C=1C=NC(=NC1)CC1CC2(CN(C2)C(=O)N2C[C@@H]3[C@@H](OCC(N3)=O)CC2)C1)(F)F (4aR,8aS)-6-[6-[[5-[1-(trifluoromethyl)cyclopropyl]pyrimidin-2-yl]methyl]-2-azaspiro[3.3]heptane-2-carbonyl]-4,4a,5,7,8,8a-hexahydropyrido[4,3-b][1,4]oxazin-3-one